2-(2-fluoropropan-2-yl)thiazol FC(C)(C)C=1SC=CN1